C1(CCCC1)C(C)N(C1=NN(C2=NN=C(C=C21)C=2C(NC(NC2)=O)=O)C)C 5-[3-[1-cyclopentylethyl(methyl)amino]-1-methyl-pyrazolo[3,4-c]pyridazin-5-yl]-1H-pyrimidine-2,4-dione